copper (II) pyrimidinyl-oxadiazolone tin bis(2-ethylhexanoate) C(C)C(C(=O)[O-])CCCC.C(C)C(C(=O)[O-])CCCC.[Sn].N1=C(N=CC=C1)C1C(N=NO1)=O.[Cu+2]